CN(C(OC1=C(C=C(C=C1)CCN)OC(N(C)C)=O)=O)C 4-(2-aminoethyl)-1,2-phenylene bis(dimethyl carbamate)